FC1=CC=CC=2OCCCOC=3C(=CC=C(C4=NNC5=CN=C(C12)C=C45)C3)N3CC(N(CC3)C)(C)C 16-fluoro-5-(3,3,4-trimethylpiperazin-1-yl)-7,11-dioxa-19,22,23-triazapentacyclo[16.5.2.12,6.012,17.021,24]hexacosa-1(23),2,4,6(26),12(17),13,15,18,20,24-decaene